CC1=NNC2=CC=C(C=C12)C1=C2CN(C(C2=CC(=C1)NC1CCN(CC1)C)=O)CC(C(=O)N)=C 2-{[4-(3-methyl-1H-indazol-5-yl)-6-[(1-methylpiperidin-4-yl)amino]-1-oxo-2,3-dihydro-1H-isoindol-2-yl]methyl}prop-2-enamide